N1,N4-dimethylbutane-1,4-diamine CNCCCCNC